FC1([C@H](C1)C(=O)NC1=NC=NC(=C1)C=1C(=NC=CC1)NC=1C=NC(=CC1C)C(CC)O)F (1R)-2,2-difluoro-N-[6-(2-{[6-(1-hydroxypropyl)-4-methylpyridin-3-yl]amino}pyridin-3-yl)pyrimidin-4-yl]cyclopropane-1-carboxamide